N-lauroyl-alanyl-alanine C(CCCCCCCCCCC)(=O)N[C@@H](C)C(=O)N[C@@H](C)C(=O)O